Rac-syn-3-(3-dimethylaminomethyl-4-hydroxy-piperidin-4-yl)-benzamide CN(C)CC1CNCCC1(O)C=1C=C(C(=O)N)C=CC1